C(C)(C)(C)OC1=CC=C(C=C1)C=1CCN(CC1)C(=O)OCC1=CC=CC=C1 benzyl 4-(4-tert-butoxyphenyl)-3,6-dihydro-2H-pyridine-1-carboxylate